(R)-3-amino-N-(5-fluoro-6-(piperazin-1-yl)-1,2,3,4-tetrahydronaphthalen-2-yl)-6-methylthieno[2,3-b]pyridine-2-carboxamide NC1=C(SC2=NC(=CC=C21)C)C(=O)N[C@H]2CC1=CC=C(C(=C1CC2)F)N2CCNCC2